OCC=1C(=NC=CC1C1=CN(C(C(=C1)NC1=NC=C(C=C1)S(=O)(=O)C)=O)C)N1C(C=2N(C=3CCCCC3C2)CC1)=O 2-(3-(hydroxymethyl)-4-(1-methyl-5-(5-(methylsulfonyl)pyridin-2-ylamino)-6-oxo-1,6-dihydropyridin-3-yl)pyridin-2-yl)-3,4,6,7,8,9-hexahydro-pyrazino[1,2-a]indol-1(2H)-one